The molecule is a tetrachlorobenzene formed formally by chlorination of biphenyl-4,4'-diol at C-2, -3, -5 and -6. It derives from a biphenyl-4,4'-diol. C1=CC(=CC=C1C2=C(C(=C(C(=C2Cl)Cl)O)Cl)Cl)O